7-(2-chloro-5-fluoropyrimidin-4-yl)-5-fluoro-2,3-dihydro-1H-benzo[d]pyrrolo[1,2-a]imidazole ClC1=NC=C(C(=N1)C1=CC2=C(N=C3N2CCC3)C(=C1)F)F